ClC1=C(C=2N=C(N=C(C2C=N1)N1[C@H]2[C@@H]([C@H]2COCC1)F)OC([2H])([2H])[C@]12CCCN2C[C@@H](C1)F)F (1R,7R,8R)-2-(7-Chloro-8-fluoro-2-(((2R,7aS)-2-fluorotetrahydro-1H-pyrrolizin-7a(5H)-yl)methoxy-d2)pyrido[4,3-d]pyrimidin-4-yl)-8-fluoro-5-oxa-2-azabicyclo[5.1.0]octane